1-[4-(1-Methyl-piperidine-4-sulfonyl)-phenyl]-3-oxazol-5-ylmethyl-urea CN1CCC(CC1)S(=O)(=O)C1=CC=C(C=C1)NC(=O)NCC1=CN=CO1